FC(F)(F)C1=C(C=CC=C1)C(F)(F)F di(trifluoromethyl)benzene